COC(=O)C=1N=C(C(N1)(C(=O)OC)C)C 4,5-dimethylimidazoledioic acid dimethyl ester